O1C(=CC=C1)C=1C=C(C=NC1)C=1C=C(C=CC1OC)O 3-(5-(furan-2-yl)pyridin-3-yl)-4-methoxyphenol